6-hydroxy-2,6-dimethyl-2H-pyran-3(6H)-one OC1(C=CC(C(O1)C)=O)C